tert-butyl 2-chloro-4-[[1-methyl-5-(2,5,6-trifluoro-3-pyridyl)imidazole-2-onyl]amino]benzoate ClC1=C(C(=O)OC(C)(C)C)C=CC(=C1)NC=1NC(N(C1C=1C(=NC(=C(C1)F)F)F)C)=O